(7R)-2-{2-[1-(cyclopropylmethyl)-1H-pyrrolo[2,3-b]pyridin-2-yl]-7-methoxy-1-[(1-phenyl-1H-pyrazol-4-yl)methyl]-1H-1,3-benzodiazole-5-carbonyl}-2-azabicyclo[2.2.1]heptan-7-amine C1(CC1)CN1C(=CC=2C1=NC=CC2)C2=NC1=C(N2CC=2C=NN(C2)C2=CC=CC=C2)C(=CC(=C1)C(=O)N1C2CCC(C1)[C@H]2N)OC